tert-butyl 2-(2-methylallyloxy)acetate CC(COCC(=O)OC(C)(C)C)=C